S1C=CC2=C1C(OCC21CC1)C(C)N 1-(5'H,7'H-spiro[cyclopropane-1,4'-thieno[2,3-c]pyran]-7'-yl)ethane-1-amine